O=C1N(C2CCNC=3C=CC=C1C23)C2CNCCC2 3-(5-Oxo-2,3,3a,5-tetrahydropyrrolo[2,3,4-de]quinolin-4(1H)-yl)piperidine